caprylic acid, methyl ester C(CCCCCCC)(=O)OC